6-chloro-1-(tetrahydro-2H-pyran-2-yl)-1,5-dihydro-4H-pyrazolo[3,4-d]pyrimidin-4-one ClC=1NC(C2=C(N1)N(N=C2)C2OCCCC2)=O